N1=C(C=CC(=C1)C[C@@H](N)C(=O)O)C1=NC=CC=C1 3-(2,2'-bipyridyl-5-yl)-D-alanine